N(=[N+]=[N-])[C@@](C)(CCC)C1=CN=C(C2=CN=C(C=C12)Cl)O[C@H](C)CCS(=O)(=O)C 4-((S)-2-azidopentan-2-yl)-6-chloro-1-(((R)-4-(methylsulfonyl)butan-2-yl)oxy)-2,7-naphthyridine